C(C1=CC=CC=C1)N(C(O)=O)CC(CC1=C2C=CN(C2=CC(=C1OC1=CC(=C(C=C1)F)C#N)F)[Si](C(C)C)(C(C)C)C(C)C)O.C1(CC1)OC1=C(C=C(C=C1)N1C(CNCC1)=O)[N+](=O)[O-] (4-cyclopropoxy-3-nitrophenyl)piperazin-2-one Benzyl-(3-(5-(3-cyano-4-fluorophenoxy)-6-fluoro-1-(triisopropylsilyl)-1H-indol-4-yl)-2-hydroxypropyl)carbamate